(R)-5-(2-(1H-imidazol-5-yl)ethoxy)-6-bromo-N-(tetrahydro-2H-pyran-3-yl)picolinamide N1C=NC=C1CCOC=1C=CC(=NC1Br)C(=O)N[C@H]1COCCC1